azetidinyl-azepine N1(CCC1)C=1NC=CC=CC1